2-(hydroxymethyl)-6-methyl-spiro[3.3]heptane-6-ol OCC1CC2(C1)CC(C2)(O)C